4-{[5-(4,4-dimethyl-2,5-dioxo-1-imidazolidinyl)-2-pyridinyl]oxy}-3-methylbenzonitrile CC1(NC(N(C1=O)C=1C=CC(=NC1)OC1=C(C=C(C#N)C=C1)C)=O)C